(4-propyl-5-(pyrimidin-4-yl)-4H-1,2,4-triazol-3-yl)methanol C(CC)N1C(=NN=C1C1=NC=NC=C1)CO